CN(C=1C=CC=2C(C3=CC=C(C=C3C(C2C1)(C)C)N(C)C)=O)C 3,6-bis(dimethylamino)-10,10-dimethylanthracen-9(10H)-one